adenosin 5'-monophosphate P(=O)(O)(O)OC[C@@H]1[C@H]([C@H]([C@@H](O1)N1C=NC=2C(N)=NC=NC12)O)O